BrC1=C(C=C(C=C1C(F)(F)F)[N+](=O)[O-])C(F)(F)F 4-bromo-3,5-bis(trifluoromethyl)nitrobenzene